amino-N-((4'-(trifluoromethyl)-[1,1'-biphenyl]-4-yl)methyl)pentanamide hydrochloride Cl.NC(C(=O)NCC1=CC=C(C=C1)C1=CC=C(C=C1)C(F)(F)F)CCC